P(O)(=O)(OP(=O)(O)O)OC[C@@H]1[C@H]([C@H]([C@@H](O1)N1C(=O)N(C(=O)C=C1)F)O)O 3-fluoro-uridine diphosphate